C(C1=CC=CC=C1)C1OC=2C(C1)CC=C(C2OC)OC 2-benzyl-6,7-dimethylOxy-1,2,3,4-tetrahydrobenzofuran